C2-chloro-1,4-naphthoquinone ClC=1C(C2=CC=CC=C2C(C1)=O)=O